(R)-N-((R)-6-amino-1-morpholinyl-1-oxohexan-2-yl)-2-((R)-2-(2-((2,3-dihydro-1H-inden-2-yl)amino)acetamido)-3-phenylpropionylamino)-4-methylpentanamide NCCCC[C@H](C(=O)N1CCOCC1)NC([C@@H](CC(C)C)NC([C@@H](CC1=CC=CC=C1)NC(CNC1CC2=CC=CC=C2C1)=O)=O)=O